1-docosanoyl-2-(13Z,16Z-docosadienoyl)-glycero-3-phosphocholine CCCCCCCCCCCCCCCCCCCCCC(=O)OC[C@H](COP(=O)([O-])OCC[N+](C)(C)C)OC(=O)CCCCCCCCCCC/C=C\C/C=C\CCCCC